10-(2-hydroxy-phenyl)-10-oxo-decanoic acid OC1=C(C=CC=C1)C(CCCCCCCCC(=O)O)=O